O=C1NC(CCC1N1C(C2=CC=C(C=C2C1=O)NCCC[C@@H]1C[C@H](C1)N1N=CC(=C1)C1=NC2=CC(=CC=C2N=C1)C1CCNCC1)=O)=O 2-(2,6-dioxopiperidin-3-yl)-5-((3-(trans-3-(4-(7-(piperidin-4-yl)quinoxalin-2-yl)-1H-pyrazol-1-yl)cyclobutyl)propyl)amino)isoindoline-1,3-dione